C(C)(=O)/C(/C(=O)O)=C\C1=CC(OC)=C(O)C=C1.O1C=C(C(=O)C2=CC=CC=C12)C1=CC=CC=C1 isoflavone acetylferulate